C[C@@](C(=O)O)(C(C)(C)C)NC(=O)OCC1=CC=CC=C1 methyl-(S)-2-(((benzyloxy)carbonyl)amino)-3,3-dimethylbutanoic acid